S(=O)(=O)(O)O.C(CCCCCCC)C(C)O[Na] octyl-ethoxysodium sulfate